FC=1C(=NC=C(C1)C(F)(F)F)N1C=CC=2C=NC(=CC21)C(=O)OC methyl 1-(3-fluoro-5-(trifluoromethyl)pyridin-2-yl)-1H-pyrrolo[3,2-c]pyridine-6-carboxylate